COC=1C=C2C(C(CC3(C2=CC1)CC3)C(C(=O)OCC)=O)=O ethyl 2-(6'-methoxy-4'-oxo-3',4'-dihydro-2'H-spiro[cyclopropane-1,1'-naphthalen]-3'-yl)-2-oxoacetate